6-(2-([1,1'-biphenyl]-3-yl)acetyl)-2-(1-(3-chlorophenyl)cyclopropyl)-3,5,6,7,8,9-hexahydro-4H-pyrimido[5,4-c]azepin-4-one C1(=CC(=CC=C1)CC(=O)N1CC2=C(CCC1)N=C(NC2=O)C2(CC2)C2=CC(=CC=C2)Cl)C2=CC=CC=C2